BrC=1C=NNC1 4-BROMO-1H-PYRAZOLE